The molecule is the zwitterion from the dipeptide glycylglycine formed by proton transfer from the OH of the carboxy group to the terminal amino group. It has a role as a human metabolite. It is a tautomer of a glycylglycine. C(C(=O)NCC(=O)[O-])[NH3+]